O=C(CP(OC)(OC)=O)C dimethyl (2-oxopropyl)-phosphonate